(3-chloro-2,4-difluorophenyl)(methyl)(carbamoyl)-2-oxoimidazolidine-1-carboxylic acid benzyl ester C(C1=CC=CC=C1)OC(=O)N1C(N(C(C1)(C)C1=C(C(=C(C=C1)F)Cl)F)C(N)=O)=O